C=CC=CC=C n-hexaneTrien